(S)-3-(5'-fluoro-6'-oxo-6',8'-dihydro-3'H,7'H-spiro[piperidine-4,2'-[1,4]dioxino[2,3-f]isoindol]-7'-yl)piperidine-2,6-dione FC1=C2C(=CC=3CN(C(C13)=O)[C@@H]1C(NC(CC1)=O)=O)OC1(CO2)CCNCC1